CC=CCOC(=O)NC1=CC=C2C(=N1)C(=CN2)C2CCNC=C2 5-(2-buten-4-yloxy)carbonylamino-3-(1,2,3,4-tetrahydropyridin-4-yl)pyrrolo[3,2-b]pyridine